2-[(3R,5S)-3,5-dimethylpiperazin-1-yl]ethyl 6-[5-(6-methyl-2-pyridyl)-1H-pyrazol-4-yl]quinoline-4-carboxylate CC1=CC=CC(=N1)C1=C(C=NN1)C=1C=C2C(=CC=NC2=CC1)C(=O)OCCN1C[C@H](N[C@H](C1)C)C